1-bromo-2,3-dichloro-4-fluorobenzene BrC1=C(C(=C(C=C1)F)Cl)Cl